(6-fluoro-pyridin-3-yl)boronic acid FC1=CC=C(C=N1)B(O)O